6-(2-methoxyphenyl)-7-nitro-N-(pent-4-yn-1-yl)quinazolin-2-amine COC1=C(C=CC=C1)C=1C=C2C=NC(=NC2=CC1[N+](=O)[O-])NCCCC#C